C(C)SC(C1=NN(C=C1C1=CC=CC=C1)C1=CC=CC=C1)SCC 3-(bis(ethylthio)methyl)-1,4-diphenyl-1H-pyrazole